5-(2-(2-Aminopyridin-3-yl)-3-(4-(((tert-butyldimethylsilyl)oxy)methyl)phenyl)-3H-imidazo[4,5-b]pyridin-5-yl)picolinonitrile NC1=NC=CC=C1C1=NC=2C(=NC(=CC2)C=2C=CC(=NC2)C#N)N1C1=CC=C(C=C1)CO[Si](C)(C)C(C)(C)C